COC1=CC=C(CN(CC2=CC=C(C=C2)OC)C2=NC(=CCN2CC=2SC(=CC2)CN2CCCC2)OCCCC)C=C1 (bis(4-methoxybenzyl)amino)-6-butoxy-3-((5-(pyrrolidin-1-ylmethyl)thiophen-2-yl)methyl)-3,4-dihydropyrimidine